4-methyl-6-oxo-1-(3,4-dichlorophenyl)-1,6-dihydropyridazine-3-amide CC=1C(=NN(C(C1)=O)C1=CC(=C(C=C1)Cl)Cl)C(=O)N